C(C)C1=CC=C(C=C1)[C@H]1NC(OC1)=O (R)-4-p-ethylphenyl-2-oxazolidinone